NC(=O)C1=CC(=CC2=CN(N=C12)C1C[NH+](CC1)C1CCC1)F 3-[7-(aminocarbonyl)-5-fluoro-2H-indazole-2-yl]-1-cyclobutylpyrrolidinium